2-((4-((4-cyanophenyl)amino)-6,7-dimethoxyquinazolin-2-yl)thio)propanoic acid methyl ester COC(C(C)SC1=NC2=CC(=C(C=C2C(=N1)NC1=CC=C(C=C1)C#N)OC)OC)=O